((1s,4s,7s)-7-amino-2-azabicyclo[2.2.1]heptan-2-yl)-5-(4-chloro-2-ethyl-2H-indazol-5-yl)-3-methyl-3,7-dihydro-4H-pyrrolo[2,3-d]pyrimidin-4-one N[C@@H]1[C@H]2N(C[C@@H]1CC2)C=2N(C(C1=C(N2)NC=C1C1=C(C2=CN(N=C2C=C1)CC)Cl)=O)C